C(C)(C)(C)OC(=O)N1N(C=C(C1)C)C1=NC=CC=C1F rel-(R)-2-(3-fluoropyridin-2-yl)-4-methylpyrazoline-1-carboxylic acid tert-butyl ester